1-aza-tricyclo[7.3.1.05,13]tridec-5,7,9(13)-triene-6-ol N12CCCC3=C(C=CC(CCC1)=C23)O